C(C1=CC=CC=C1)N1C(=NC2=NC=C(C=C21)C=2C(=NOC2C)C)NCC=2C=C(C#N)C=CC2 3-(((1-benzyl-6-(3,5-dimethylisoxazol-4-yl)-1H-imidazo[4,5-b]pyridin-2-yl)amino)methyl)benzonitrile